tert-butyl L-tyrosyl-L-phenylalaninate N[C@@H](CC1=CC=C(C=C1)O)C(=O)N[C@@H](CC1=CC=CC=C1)C(=O)OC(C)(C)C